COC=1C=CC=C2N=C(C=3N(C12)C=CC3)C 9-methoxy-4-methylpyrrolo[1,2-a]quinoxaline